FC=CSC methyl (2-fluorovinyl) sulfide